BrC=1C(=C(OCCC(C(O)C2=CC=C(C=C2)F)F)C(=CC1)C(F)(F)F)F 4-(3-bromo-2-fluoro-6-(trifluoromethyl)phenoxy)-2-fluoro-1-(4-fluorophenyl)butan-1-ol